BrC1=CC=C(C=C1)C1=CC=C(N)C=C1 4-(4-bromophenyl)aniline